(S)-2-methoxy-3-(3-methylphenyl)propionic acid CO[C@H](C(=O)O)CC1=CC(=CC=C1)C